2-(2-(N-((2,6-diisopropylphenyl)carbamoyl)sulfamoyl)vinyl)-2-methylpyrrolidine-1-carboxylic acid tert-butyl ester C(C)(C)(C)OC(=O)N1C(CCC1)(C)C=CS(NC(NC1=C(C=CC=C1C(C)C)C(C)C)=O)(=O)=O